C(C)(C)(C)[C@H]1N(C(C2=C1C(=NC=C2NC2=NC=C(C=C2)N2CC(CCC2)C(C)(C)O)Cl)=O)C(=O)OCCOCCN(CC)CC 2-[2-(diethylamino)ethoxy]ethan-1-ol Tert-Butyl-(R)-4-chloro-7-((5-(3-(2-hydroxypropan-2-yl)piperidin-1-yl)pyridin-2-yl)amino)-1-oxo-1,3-dihydro-2H-pyrrolo[3,4-c]pyridine-2-carboxylate